CC(CC(C)C)NCCC[Si](OCC)(OCC)OCC N-(1,3-dimethylbutyl)-3-(triethoxysilyl)-1-propanamine